ClC1=NC=C(C=C1)C(F)(F)F 2-chloro-5-trifluoromethyl-pyridine